ClC1=CN(C2=NC=CC(=C21)OC2=CC(=C(C(=C2)F)NC(OC(C)(C)C)=O)F)COCC[Si](C)(C)C TERT-BUTYL (4-((3-CHLORO-1-((2-(TRIMETHYLSILYL)ETHOXY)METHYL)-1H-PYRROLO[2,3-B]PYRIDIN-4-YL)OXY)-2,6-DIFLUOROPHENYL)CARBAMATE